C1(CCCCC1)[C@H](O)[C@H]1N2C(C3=CC=CC=C13)=CN=C2 (s)-cyclohexyl((s)-5H-imidazo[5,1-a]isoindol-5-yl)methanol